S1C(CCCC1C(=O)O)C(=O)O tetrahydro-2H-thiopyran-2,6-dicarboxylic acid